ClC1=C2C(=NC(=C1)C)NC(=C2)C(=O)N[C@@H]2[C@H]([C@H]1C(CC2C1)(C)C)C 4-chloro-6-methyl-N-[(1S,2S,3S,5R)-2,6,6-trimethylnorborn-3-yl]-1H-pyrrolo[2,3-b]pyridine-2-carboxamide